4-dimethylamino-6-(4-nitrophenyl)-pyridine-2-carboxylic acid methyl ester COC(=O)C1=NC(=CC(=C1)N(C)C)C1=CC=C(C=C1)[N+](=O)[O-]